COC(=O)[C@@]/1(CN(CC\C1=C/F)C([2H])([2H])[2H])C (S,E)-4-(fluoromethylene)-3-methyl-1-(methyl-d3)Piperidine-3-carboxylic acid methyl ester